C1(CC12CCNCC2)CNC(OCC2=CC=CC=C2)=O benzyl ((6-azaspiro[2.5]octan-1-yl)methyl)carbamate